N[C@@]12CN([C@@H](CC1)C2)CC=2C(=C(C=CC2)C2=CC(=C(C#N)C=C2)F)C2=CC=NS2 4-[3-[[(1S,4S)-4-amino-2-azabicyclo[2.2.1]heptan-2-yl]methyl]-2-isothiazol-5-yl-phenyl]-2-fluoro-benzonitrile